COC(=O)C1=CC2=C(NCN2)C=C1 2,3-dihydro-1H-benzo[d]imidazole-5-carboxylic acid methyl ester